5-{5-[(1R,4R,7R)-7-Amino-2-azabicyclo[2.2.1]heptane-2-carbonyl]-7-methoxy-1-methyl-1H-1,3-benzodiazol-2-yl}-1-{[(1R,3S)-3-methoxy-3-methylcyclobutyl]methyl}-1H-pyrrole-2-carbonitrile N[C@H]1[C@@H]2N(C[C@H]1CC2)C(=O)C2=CC1=C(N(C(=N1)C1=CC=C(N1CC1CC(C1)(C)OC)C#N)C)C(=C2)OC